4-(10-((2-oxo-4-phenylpyridin-1(2H)-yl)methyl)-7-azaspiro[4.5]decane-7-carbonyl)-3-phenylpiperazine-1-carboxylate O=C1N(C=CC(=C1)C1=CC=CC=C1)CC1CCN(CC12CCCC2)C(=O)N2C(CN(CC2)C(=O)[O-])C2=CC=CC=C2